dodecyl-sulfonate C(CCCCCCCCCCC)S(=O)(=O)[O-]